N-(4-(3-bromo-2-fluorobenzyl)-2,5-dimethylphenyl)-1-morpholinomethanimine BrC=1C(=C(CC2=CC(=C(C=C2C)N=CN2CCOCC2)C)C=CC1)F